OC(C)C=1C(=NC(=CC1)N1C=NC2=C1C=C(C=C2)C2=NC(N(C=C2)C)=O)N2N=C(C=C2C)C#N 1-[3-(1-hydroxyethyl)-6-[6-(1-methyl-2-oxo-pyrimidin-4-yl)benz-imidazol-1-yl]-2-pyridyl]-5-methyl-pyrazole-3-carbonitrile